OCCN1C[C@@H](CCC1)NC=1C=2N(C(=NN1)C1=C(C=C(C=C1)C)O)C=CC2 (R)-2-(1-((1-(2-hydroxyethyl)piperidin-3-yl)amino)pyrrolo[1,2-d][1,2,4]triazin-4-yl)-5-methylphenol